(6-methoxypyridine-3-yl)methanol COC1=CC=C(C=N1)CO